O1CCN(CC1)C=1C2=C(N=C(N1)N/N=C/C=1C=C(C=CC1)C)C=C(O2)C(=O)NC2CCOCC2 4-morpholino-2-[(2E)-2-(m-tolylmethylene)hydrazino]-N-tetrahydropyran-4-yl-furo[3,2-d]pyrimidine-6-carboxamide